CC1=CC=C(C=C1)S(=O)(=O)O.NC(C#N)(O)CC#N Aminomalonitrile p-toluenesulfonate